holmium-strontium-manganese [Mn].[Sr].[Ho]